NC1=C(C(=NC=N1)OC[C@H]1CN(CC1)C(C=C)=O)C=1C=NN(C1)CC1=CC=CC=C1 (R)-1-(3-(((6-amino-5-(1-benzyl-1H-pyrazol-4-yl)pyrimidin-4-yl)oxy)methyl)pyrrolidin-1-yl)prop-2-en-1-one